1-(4-((5-(4-((5-cyclopropyl-1H-pyrazol-3-yl)amino)quinazolin-2-yl)-2,5-diazabicyclo[2.2.1]heptan-2-yl)sulfonyl)phenyl)ethan-1-one C1(CC1)C1=CC(=NN1)NC1=NC(=NC2=CC=CC=C12)N1C2CN(C(C1)C2)S(=O)(=O)C2=CC=C(C=C2)C(C)=O